CS(=O)(=O)C1CN(C1)C(=O)C=1C=C(C(=NC1)OC)C(=O)N 5-(3-methanesulfonyl-azetidine-1-carbonyl)-2-methoxypyridine-3-carboxamide